(2S,4R)-1-[(2S)-2-amino-3,3-dimethylbutanoyl]-4-hydroxy-N-[[4-(4-methylthiazol-5-yl)phenyl]methyl]pyrrolidine-2-carboxamide N[C@H](C(=O)N1[C@@H](C[C@H](C1)O)C(=O)NCC1=CC=C(C=C1)C1=C(N=CS1)C)C(C)(C)C